ClC1=CC(=C2C(=N1)C=CO2)N2CCOCC2 5-chloro-7-morpholinofuro[3,2-b]pyridine